Cl.NCCS(=O)(=O)NC1=CC=C(C=C1)C1=C(N(C=C1)S(N)(=O)=O)C(=O)O 3-[4-(2-Aminoethylsulfonylamino)phenyl]-1-sulfamoyl-pyrrole-2-carboxylic acid hydrochloride